O1CCN(CC1)C1=C(C=C2C(=N1)C(N(C2)C2CCNCC2)=O)NC(=O)C=2C=NN1C2N=CC=C1 N-[2-morpholino-7-oxo-6-(4-piperidyl)-5H-pyrrolo[3,4-b]pyridin-3-yl]pyrazolo[1,5-a]pyrimidine-3-carboxamide